2-hydroxyethoxy-3-({[(2-methylpyridin-4-yl)methyl][(3S)-1-[5-(trifluoromethyl)pyridin-3-yl]piperidin-3-yl]amino}methyl)-1,4-dihydroquinolin-4-one hydrochloride Cl.OCCON1C=C(C(C2=CC=CC=C12)=O)CN([C@@H]1CN(CCC1)C=1C=NC=C(C1)C(F)(F)F)CC1=CC(=NC=C1)C